O1CC(C1)CN1N=C(C=C1)C(=O)N (oxetan-3-ylmethyl)-1H-pyrazole-3-carboxamide